[O-]S(=O)(=O)C(F)(F)F.OCCCOC1=CC=C(C=C1)[S+](C1=CC=CC=C1)C1=CC=CC=C1 (4-(3-hydroxypropoxy)phenyl)diphenylsulfonium triflate